CC1=C(C=2N(C=C1C1=C(C3=NC(=CC=C3N1)N1CC(CC1)NC1COC1)C(C)C)N=CN2)C 1-(2-(7,8-dimethyl-[1,2,4]triazolo[1,5-a]pyridin-6-yl)-3-isopropyl-1H-pyrrolo[3,2-b]pyridin-5-yl)-N-(oxetan-3-yl)pyrrolidin-3-amine